[N+](=O)([O-])C1=CC=2OC[C@H]3N(C2N=C1C#N)CCC3 (S)-3-nitro-6a,7,8,9-tetrahydro-6H-pyrido[3,2-b]pyrrolo[1,2-d][1,4]oxazine-2-carbonitrile